CC1(CN(CC1)C1=C(N)C=CC=C1C)C 2-(3,3-dimethylpyrrolidin-1-yl)-3-methyl-aniline